pentamethylcyclopentadienyl-(1-isobutyl-benz[f]indenyl)hafnium CC1=C(C(=C(C1([Hf]C=1CC=2C=C3C(=CC2C1CC(C)C)C=CC=C3)C)C)C)C